((6-(4-chlorophenyl)-2-(pyridin-3-yl)pyrimidin-4-yl)amino)propan-1-ol ClC1=CC=C(C=C1)C1=CC(=NC(=N1)C=1C=NC=CC1)NC(CC)O